N'-[(2S,3R)-1-(azetidine-1-carbonyl)-4,4-difluoro-2-{[2-fluoro-3-(5-methylpyridazin-3-yl)phenyl]methyl}pyrrolidin-3-yl]-N,N-dimethylsulfuric diamide N1(CCC1)C(=O)N1[C@H]([C@H](C(C1)(F)F)NS(N(C)C)(=O)=O)CC1=C(C(=CC=C1)C=1N=NC=C(C1)C)F